(Z)-2-(ethoxymethyl)-N'-hydroxyisonicotinamidine C(C)OCC=1C=C(/C(=N/O)/N)C=CN1